O=C1NC(CCC1N1C(C2=CC=C3C(=C2C1)OCC31CCN(CC1)CC=1C=C(C=CC1)NC(C1=CC=C(C=C1)OC)=O)=O)=O N-(3-((7-(2,6-dioxopiperidin-3-yl)-6-oxo-7,8-dihydro-2H,6H-spiro[furo[2,3-e]isoindole-3,4'-piperidin]-1'-yl)methyl)phenyl)-4-methoxybenzamide